C(C)(C)C1=C(C=CC=C1)[C@H]1N(CCN(C1)CC1=CC(=C(C=C1)C)OC)C1CC2(C1)CCNCC2 (R)-2-(2-(2-isopropylphenyl)-4-(3-methoxy-4-methylbenzyl)piperazin-1-yl)-7-azaspiro[3.5]nonane